CC1(COC1)COC1=CC=2N(C=C1)C(=CN2)C2=CC=C(C#N)C=C2 4-[7-[(3-Methyloxetan-3-yl)methoxy]imidazo[1,2-a]pyridin-3-yl]benzonitrile